ethyl 1-isopropyl-6-methyl-2-oxo-1,2-dihydropyridine-3-carboxylate C(C)(C)N1C(C(=CC=C1C)C(=O)OCC)=O